tert-Butyl 4-((5R,7R)-7-hydroxy-5-methyl-6,7-dihydro-5H-cyclopenta[d]pyrimidin-4-yl)-piperazine-1-carboxylate O[C@@H]1C[C@H](C2=C1N=CN=C2N2CCN(CC2)C(=O)OC(C)(C)C)C